1-(4-(2-(4-tert-butylphenyl)-1,3-selenazol-5-yl)benzyl)azetidine-3-carboxylic acid ethyl ester C(C)OC(=O)C1CN(C1)CC1=CC=C(C=C1)C1=CN=C([Se]1)C1=CC=C(C=C1)C(C)(C)C